O[C@H](CCCC)C1=C(C(=O)O)C=CC=C1 |r| (R/S)-2-(1-hydroxy-n-pentyl)benzoic acid